CN1CC(N(CC1)C(=O)C1=C(C=C(C=C1)NC(=O)C1CC1)N1CCCCC1)C1=CC=CC=C1 N-[4-(4-methyl-2-phenylpiperazine-1-carbonyl)-3-piperidin-1-ylphenyl]cyclopropanecarboxamide